2-(1-(methylimidazo[4,5-d]pyrrolo[2,3-b]pyridine-1(6H)-yl)piperidin-4-yl)acetonitrile CC1=NC=2C(=C3C(=NC2)NC=C3)N1N1CCC(CC1)CC#N